CC1=C(C=O)C=CC(=C1)B1OC(C(O1)(C)C)(C)C 2-methyl-4-(4,4,5,5-tetramethyl-1,3,2-dioxaborolan-2-yl)benzaldehyde